7-chloro-5-fluoro-1-((2-(trimethylsilyl)ethoxy)methyl)-1H-indazol-6-ol ClC=1C(=C(C=C2C=NN(C12)COCC[Si](C)(C)C)F)O